COC(C(F)(F)OCCN(CC1=CC=CC=C1)CC1=CC=CC=C1)=O [2-(dibenzylamino)ethoxy]-2,2-difluoro-acetic acid methyl ester